C1(CCCC1)[C@H](CC#N)N1N=CC(=C1)C=1C2=C(N=C(N1)NC1=CC=C(C=C1)C1CCNCC1)NC=C2 (S)-3-Cyclopentyl-3-(4-(2-((4-(piperidin-4-yl)phenyl)amino)-7H-pyrrolo[2,3-d]pyrimidin-4-yl)-1H-pyrazol-1-yl)propanenitrile